FC(C1=NNC(=N1)C(F)(F)F)(F)F 3,5-bis-trifluoromethyl-1,2,4-triazole